C[N+](=C(N)N)CCC[C@@H](C(=O)[O-])[NH3+] The molecule is an L-arginine derivative in which the delta-nitrogen atom carries a methyl group; major species at pH 7.3. It is an organic molecular entity and a L-arginine derivative. It derives from a L-argininium(1+).